tert-butyl (2S)-4-(2'-chloro-5',8'-dihydro-6'H-spiro[chromane-4,7'-quinazolin]-4'-yl)-2-(cyanomethyl)piperazine-1-carboxylate ClC1=NC=2CC3(CCC2C(=N1)N1C[C@@H](N(CC1)C(=O)OC(C)(C)C)CC#N)CCOC1=CC=CC=C13